6-(2,2'-dichloro-4''-(2,2-diethoxyethoxy)-[1,1':3',1''-terphenyl]-3-yl)-2-methoxynicotinaldehyde ClC1=C(C=CC=C1C1=NC(=C(C=O)C=C1)OC)C1=C(C(=CC=C1)C1=CC=C(C=C1)OCC(OCC)OCC)Cl